t-butyl (S)-2-((4-(6-((2-(2,2-difluoroethyl)-2H-indazol-6-yl) methoxy) pyridin-2-yl) piperidin-1-yl) methyl)-1-(oxetan-2-ylmethyl)-1H-benzo[d]imidazole-6-carboxylate FC(CN1N=C2C=C(C=CC2=C1)COC1=CC=CC(=N1)C1CCN(CC1)CC1=NC2=C(N1C[C@H]1OCC1)C=C(C=C2)C(=O)OC(C)(C)C)F